NC=1C=C(OC2=CC(=C(C=N2)C(=O)O)C2=CC(=NC=C2OC)Cl)C=C(C1)Cl 6-(3-amino-5-chlorophenoxy)-2'-chloro-5'-methoxy-[4,4'-bipyridine]-3-carboxylic acid